3-[4-amino-8-(cyclopropylamino)pyrido[3,2-d]Pyrimidin-6-yl]Benzene NC=1C2=C(N=CN1)C(=CC(=N2)C=2C=CC=CC2)NC2CC2